3-(4-((4-(5-((3-Benzyl-9-methyl-4H,6H-thieno[2,3-e][1,2,4]triazolo[3,4-c][1,4]oxazepin-2-yl)ethynyl)pyridin-2-yl)butyl)amino)-1-oxoisoindolin-2-yl)piperidin-2,6-dion C(C1=CC=CC=C1)C1=C(SC=2N3C(COCC21)=NN=C3C)C#CC=3C=CC(=NC3)CCCCNC3=C2CN(C(C2=CC=C3)=O)C3C(NC(CC3)=O)=O